C(C)OP(=O)(OCC)C1=CC=C(C=C1)C=1C(=NC=CN1)NC1=CC=C(C=C1)C(F)(F)F 3-(4-diethoxyphosphorylphenyl)-N-[4-(trifluoromethyl)phenyl]pyrazin-2-amine